2-((5-(2-(7-amino-2-methylhept-3-yl)-2,6-diazaspiro[3.4]oct-6-yl)-1,2,4-triazin-6-yl)oxy)-N-ethyl-5-fluoro-N-isopropylbenzamide NCCCCC(C(C)C)N1CC2(C1)CN(CC2)C=2N=CN=NC2OC2=C(C(=O)N(C(C)C)CC)C=C(C=C2)F